2,6-difluoro-3-methylanisole FC1=C(C(=CC=C1C)F)OC